ClC1=C(OC2=CC=CC3=C2NC(=NS3(=O)=O)NCC3=C(C=NC=C3)C)C=CC=C1 5-(2-chlorophenoxy)-3-(((3-methylpyridin-4-yl)methyl)amino)-4H-benzo[e][1,2,4]thiadiazine 1,1-dioxide